C(C1=CC=CC=C1)(=O)O.C(C1=CC=CC=C1)(=O)O benzoic acid benzoate